5-bromo-N-(6-(4-isopropyl-4H-1,2,4-triazol-3-yl)pyridin-2-yl)quinoline-2-carboxamide BrC1=C2C=CC(=NC2=CC=C1)C(=O)NC1=NC(=CC=C1)C1=NN=CN1C(C)C